(1S,2S,4R)-N-[1-cyano-2-(3-fluorophenanthridin-8-yl)ethyl]-3-azabicyclo[2.2.1]heptane-2-carboxamide C(#N)C(CC1=CC2=CN=C3C=C(C=CC3=C2C=C1)F)NC(=O)[C@@H]1[C@H]2CC[C@@H](N1)C2